(2S)-2-[4-fluoro-3-(3-methoxyazetidin-1-yl)phenyl]-2-methoxy-N-[5-[(3R)-3-(pyridazin-3-ylamino)pyrrolidin-1-yl]-1,3,4-thiadiazol-2-yl]acetamide FC1=C(C=C(C=C1)[C@@H](C(=O)NC=1SC(=NN1)N1C[C@@H](CC1)NC=1N=NC=CC1)OC)N1CC(C1)OC